(R)-5-(((R)-tert-butylsulfinyl)amino)hexanoic acid ethyl ester C(C)OC(CCC[C@@H](C)N[S@](=O)C(C)(C)C)=O